(4-fluorophenyl)-4-methylpentanehydrazide FC1=CC=C(C=C1)C(C(=O)NN)CC(C)C